4-Pyridin-2-yl-5-quinolin-4-yl-thiazol N1=C(C=CC=C1)C=1N=CSC1C1=CC=NC2=CC=CC=C12